(s)-N-(2-(2-cyano-4,4-difluoropyrrolidin-1-yl)-2-oxoethyl)-6-(6-(2-(piperazin-1-yl)ethylcarbamoyl)pyridin-3-yl)quinoline-4-carboxamide 4-methylbenzenesulfonate CC1=CC=C(C=C1)S(=O)(=O)O.C(#N)[C@H]1N(CC(C1)(F)F)C(CNC(=O)C1=CC=NC2=CC=C(C=C12)C=1C=NC(=CC1)C(NCCN1CCNCC1)=O)=O